ClC1=C(OC2=C1C=C(C=C2C(=O)O[C@H](C(F)(F)F)C)F)CNC(=O)C=2C=NN1C2N=CC=C1 (S)-1,1,1-Trifluoropropan-2-yl 3-chloro-5-fluoro-2-((pyrazolo[1,5-a]pyrimidine-3-carboxamido)methyl)benzofuran-7-carboxylate